2-Fluoro-3'-(trifluoromethyl)-[1,1'-biphenyl]-4-carboxylic acid FC1=C(C=CC(=C1)C(=O)O)C1=CC(=CC=C1)C(F)(F)F